3-((5-bromopyridin-2-yl)oxy)-N-methylpropan-1-amine BrC=1C=CC(=NC1)OCCCNC